FC=1C=C(C=C2C=CC(=NC12)C1CN(CC1)CC(F)(F)F)CN1C[C@H]([C@@H](C1)COC)OC=1C=C2CN(C(C2=CC1)=O)[C@@H]1C(NC(CC1)=O)=O |o1:41| rel-(3S)-3-(5-(((3S,4S)-1-((8-fluoro-2-(1-(2,2,2-trifluoroethyl)pyrrolidin-3-yl)quinolin-6-yl)methyl)-4-(methoxymethyl)pyrrolidin-3-yl)oxy)-1-oxoisoindolin-2-yl)piperidine-2,6-dione